BrC=1N=NN2C1CNCC2 3-bromo-4,5,6,7-tetrahydrotriazolo[1,5-a]pyrazine